NCCNC[Si](OCCCC)(OCCCC)OCCCC N-(2-aminoethyl)aminomethyltributoxysilane